(R)-4-ethyl-3-(isopropoxymethyl)-6,6a,7,8,9,10-hexahydro-5H-pyrazino[1,2-a][1,8]naphthyridine C(C)C=1C=2CC[C@H]3N(C2N=CC1COC(C)C)CCNC3